CCCCC/C=C\\C[C@H](/C=C/C=C\\C/C=C\\CCCC(=O)O)OO The molecule is a HPETE that is (5Z,8Z,10E,12R,14Z)-icosa-5,8,10,14-tetraenoic acid with the hydroperoxy group located at position 12 (the R-enantiomer). It has a role as a mouse metabolite. It derives from an icosa-5,8,10,14-tetraenoic acid. It is a conjugate acid of a 12(R)-HPETE(1-). It is an enantiomer of a 12(S)-HPETE.